(4-(pyridin-3-yl)phenyl)methanol N1=CC(=CC=C1)C1=CC=C(C=C1)CO